1,3-dicarboxylcyclohexane C(=O)(O)C1CC(CCC1)C(=O)O